N-(2-((R)-4-Cyanothiazolidin-3-yl)-2-oxoethyl)-6-((R)-3-methylpyrrolidin-1-yl)-quinoline-4-carboxamide C(#N)[C@H]1N(CSC1)C(CNC(=O)C1=CC=NC2=CC=C(C=C12)N1C[C@@H](CC1)C)=O